OC(C)C=1C=C(C=C2C(C=C(OC12)N1CCC(CC1)C)=O)C 8-(1-hydroxyethyl)-6-methyl-2-(4-methyl-1-piperidyl)chromen-4-one